6-(4,4,5,5-tetramethyl-1,3,2-dioxaborolan-2-yl)-3,4-dihydroquinoline-2(1H)-On CC1(OB(OC1(C)C)C=1C=C2CCC(NC2=CC1)=O)C